CC1=C(C=C(OC[C@H]2N(CC2)C(=O)OC(C)(C)C)C=C1)C(NC1(CC1)C1=C2C=CC=NC2=CC(=C1)C=1SC(=CC1)C(=O)N1CCCC1)=O tert-butyl (S)-2-((4-methyl-3-((1-(7-(5-(pyrrolidine-1-carbonyl)thiophen-2-yl)quinolin-5-yl)cyclopropyl)carbamoyl)phenoxy)methyl)azetidine-1-carboxylate